3-nonene-2-one CC(C=CCCCCC)=O